BrC=1N=C(N(C1)C)CC(C)O (4-bromo-1-methyl-1H-imidazol-2-yl)propan-2-ol